4,6-difluorobenzo[d]oxazole-2-thiol FC1=CC(=CC2=C1N=C(O2)S)F